deoxycholesterol CC(C)CCC[C@@H](C)[C@H]1CC[C@H]2[C@@H]3CC=C4CCCC[C@]4(C)[C@H]3CC[C@]12C